Nicotinic acid (5S)-2,6-dimethoxy-4-(6-oxo-5,6,8,9-tetrahydrofuro[3',4':6,7]naphtho[2,3-d][1,3]dioxol-5-yl)-phenyl ester COC1=C(C(=CC(=C1)[C@H]1C2=CC3=C(OCO3)C=C2CC2=C1C(OC2)=O)OC)OC(C2=CN=CC=C2)=O